N=1C=C(N2N=CC=CC21)C(=O)N2CC1(C2)CC(C1)NC(=O)NC1=C(C=CC(=C1)OC(F)(F)F)OC 1-(2-(imidazo[1,2-b]pyridazine-3-carbonyl)-2-azaspiro[3.3]heptan-6-yl)-3-(2-methoxy-5-(trifluoromethoxy)phenyl)urea